C(CC)NCCNCCC di(propyl)ethylenediamine